N-[(3S)-1-azabicyclo[2.2.2]octan-3-yl]-6-(2-ethoxyphenyl)-3-[(2R)-2-ethyl-4-[1-(trifluoromethyl)-cyclobutanecarbonyl]piperazin-1-yl]pyridine-2-carboxamide N12C[C@H](C(CC1)CC2)NC(=O)C2=NC(=CC=C2N2[C@@H](CN(CC2)C(=O)C2(CCC2)C(F)(F)F)CC)C2=C(C=CC=C2)OCC